C(C)C1=CC=C(C=C1)S(=O)(=O)C=1C=NC2=CC=C(C=C2C1N1CCC(CC1)(O)C1=CC=CC=C1)OC 3-((4-ethylphenyl)sulfonyl)-6-methoxyquinolin-4-yl-4-phenylpiperidin-4-ol